5-[[4-(2-cyanopropanoylamino)-3-fluoro-phenyl]sulfonyl-[(4-methoxyphenyl)methyl]amino]thiazole-4-carboxylic acid tert-butyl ester C(C)(C)(C)OC(=O)C=1N=CSC1N(CC1=CC=C(C=C1)OC)S(=O)(=O)C1=CC(=C(C=C1)NC(C(C)C#N)=O)F